CC1(SCC(SC1)(O)C)O 2,5-dimethyl-2,5-dihydroxy-1,4-dithiane